C(#N)C=1C=C(C=C(C1)OC(F)(F)F)NC(N(C1CC2(CN(C2)C(=O)C2=C3N(N=C2)C=CN3C)C1)C)=O 3-(3-cyano-5-(trifluoromethoxy)phenyl)-1-methyl-1-(2-(1-methyl-1H-imidazo[1,2-b]pyrazole-7-carbonyl)-2-azaspiro[3.3]heptan-6-yl)urea